Ethyl 2-((6-((2-(3-amino-4,4-difluoro-5-methylpiperidin-1-yl)-5-fluoropyrimidin-4-yl)amino)-3-methyl-2-oxo-2,3-dihydro-1H-benzo[d]imidazol-4-yl)oxy)acetate NC1CN(CC(C1(F)F)C)C1=NC=C(C(=N1)NC=1C=C(C2=C(NC(N2C)=O)C1)OCC(=O)OCC)F